N[C@@]1(C([C@@H](CC1)NC=1C=2N(N=CC1C(=NC1=C(C=C(C=C1)O)CC)N)C=C(C2)C2=CC=C(C=C2)OCCOCCOCCOC)(C)C)C 4-[[(1R,3S)-3-amino-2,2,3-trimethyl-cyclopentyl]amino]-N'-(2-ethyl-4-hydroxy-phenyl)-6-[4-[2-[2-(2-methoxyethoxy)ethoxy]ethoxy]phenyl]pyrrolo[1,2-b]pyridazine-3-carboxamidine